piperidine-3-carboxylic acid ethylamide C(C)NC(=O)C1CNCCC1